((S)-1-(((S)-4-amino-3,4-dioxo-1-((S)-2-oxopyrrolidin-3-yl)butan-2-yl)amino)-4-methyl-1-oxopentan-2-yl)carbamic acid 2-(3-chlorophenyl)-2,2-difluoro-1-phenylethyl ester ClC=1C=C(C=CC1)C(C(C1=CC=CC=C1)OC(N[C@H](C(=O)N[C@@H](C[C@H]1C(NCC1)=O)C(C(=O)N)=O)CC(C)C)=O)(F)F